FC(C=1C=C(C=NC1)NC=1C=NC=2CCN=CC2C1)(F)F 3-((5-(trifluoromethyl)pyridin-3-yl)amino)-7,8-dihydro-1,6-naphthyridin